N-(2-hydroxy-2-methylpropyl)-5-{4-[4-({[3-(trifluoromethoxy)phenyl]methyl}carbamoyl)-1H-1,2,3-triazol-1-yl]butyl}-1,3,4-thiadiazole-2-carboxamide OC(CNC(=O)C=1SC(=NN1)CCCCN1N=NC(=C1)C(NCC1=CC(=CC=C1)OC(F)(F)F)=O)(C)C